6-chloro-4-((2-methoxy-3-(1-(oxetan-3-yl)-1H-1,2,4-triazol-3-yl)phenyl)amino)-N-methylpyridazine-3-carboxamide ClC1=CC(=C(N=N1)C(=O)NC)NC1=C(C(=CC=C1)C1=NN(C=N1)C1COC1)OC